(20Z,23Z)-1-bromo-10-((Z)-heptadec-8-en-1-yl)-8,8-dimethyl-7,9,11-trioxa-8-silanonacosa-20,23-diene BrCCCCCCO[Si](OC(OCCCCCCCC\C=C/C\C=C/CCCCC)CCCCCCC\C=C/CCCCCCCC)(C)C